(4-oxo-4H-quinolin-1-yl)-acetyl-(indol-2-ylmethylene)hydrazine O=C1C=CN(C2=CC=CC=C12)N(N=CC=1NC2=CC=CC=C2C1)C(C)=O